Tris(hydroxymethyl)nitromethane OCC([N+](=O)[O-])(CO)CO